COC1=C(CN(C(=O)C2CCCCC2)C2=CC=CC=C2)C(=CC(=C1)OC)C=CC1=CC=C(C=C1)OC N-(2,4-dimethoxy-6-(4-methoxystyryl)benzyl)-N-phenylcyclohexanecarboxamide